FC(C(=O)O)(F)F.FC(C(=O)O)(F)F.NC1=CC=C(C(=N1)C)CNC([C@H](C)NC(=O)[C@@H]1NC[C@H](C1)CC1=CC(=C(C=C1)F)Cl)=O (2R,4S)-N-((S)-1-(((6-amino-2-methylpyridin-3-yl)methyl)amino)-1-oxopropan-2-yl)-4-(3-chloro-4-fluorobenzyl)pyrrolidine-2-carboxamide di-trifluoroacetate